BrC1=CNC(C=2C(=CC(=NC12)C1=C(C=CC=C1F)F)NC1=NC=C(C=C1)N1CCC(CC1)O)=O 8-bromo-2-(2,6-difluoro-phenyl)-4-[[5-(4-hydroxy-1-piperidyl)-2-pyridyl]amino]-6H-1,6-naphthyridin-5-one